C(C)(C)(C)N(C(O)=O)[C@@H](CO)CCCO.C(=O)(O)CCP(CCC(=O)O)CCC(=O)O Tris(2-carboxyethyl)phosphin tert-butyl-(R)-(1,5-dihydroxypentan-2-yl)carbamate